N[C@@H]1[C@@H](N([C@@H](C1)C)C(=O)OCC1=CC=CC=C1)CO[C@@H]1C[C@@H]2C[C@@]2(CC1)C1=NC=C(C=N1)F benzyl (2R,3S,5R)-3-amino-2-((((1S,3S,6R)-6-(5-fluoropyrimidin-2-yl)bicyclo[4.1.0]heptan-3-yl)oxy)methyl)-5-methylpyrrolidine-1-carboxylate